COC=1N=CC=NC1 5-methoxy-pyrazine